BrC=1C(=NC(=NC1)NC=1C(=NN(C1)C1CN(CC1)C)C)N1CCC(CC1)=O (5-bromo-2-((3-methyl-1-(1-methylpyrrolidin-3-yl)-1H-pyrazol-4-yl)amino)pyrimidin-4-yl)piperidine-4-one